FC1=CC(=C(OC2=C(OCC(=O)OCC)C=CC=C2)C=C1N1C(N(C(=CC1=O)C(F)(F)F)C)=O)[N+](=O)[O-] ethyl (2-{4-fluoro-5-[3-methyl-2,6-dioxo-4-(trifluoromethyl)-3,6-dihydropyrimidin-1(2H)-yl]-2-nitrophenoxy}phenoxy)acetate